BrC1=C(C=C(CN2C(NC(C=C2)=O)=O)C=C1)F 1-(4-bromo-3-fluorobenzyl)pyrimidine-2,4(1H,3H)-dione